(E)-N,N-dimethyl-4-((1-phenylethylidene)amino)aniline CN(C1=CC=C(C=C1)/N=C(\C)/C1=CC=CC=C1)C